ethyl 2-((5-(1H-imidazol-1-yl)pyridin-2-yl)methyl)oxazole-4-carboxylate N1(C=NC=C1)C=1C=CC(=NC1)CC=1OC=C(N1)C(=O)OCC